methyl 6-((1-acetylpiperidin-4-yl)amino)-2-(thiazol-2-yl)pyrimidine-4-carboxylate C(C)(=O)N1CCC(CC1)NC1=CC(=NC(=N1)C=1SC=CN1)C(=O)OC